N1CC(C1)NC=1C=CC(=C(C(=O)NC(C)C2CCN(CC2)S(=O)(=O)CC)C1)C 5-(Azetidin-3-ylamino)-N-(1-(1-(ethylsulfonyl)piperidin-4-yl)ethyl)-2-methylbenzamide